3-[(2R,3S)-2-(5-bromo-2-methyl-3-pyridyl)tetrahydrofuran-3-yl]-1-methyl-1-[(1S)-1-(4-pyridyl)ethyl]urea BrC=1C=C(C(=NC1)C)[C@H]1OCC[C@@H]1NC(N([C@@H](C)C1=CC=NC=C1)C)=O